(2S)-2-((2S)-2-(((2-(3-chlorophenyl)-2-methyl-1-(m-tolyl)propoxy)carbonyl)amino)-3-cyclohexyl-propanamido)-3-((S)-2-oxopyrrolidin-3-yl)propanoic acid ClC=1C=C(C=CC1)C(C(OC(=O)N[C@H](C(=O)N[C@H](C(=O)O)C[C@H]1C(NCC1)=O)CC1CCCCC1)C=1C=C(C=CC1)C)(C)C